ethyl (2-(4-(2-(hexyl((2S,3R,4R,5R)-2,3,4,5,6-pentahydroxyhexyl)amino)ethyl)phenoxy)ethyl)carbamate C(CCCCC)N(CCC1=CC=C(OCCNC(OCC)=O)C=C1)C[C@@H]([C@H]([C@@H]([C@@H](CO)O)O)O)O